O1CC(CC1)N1CCC=2C1=CC=1C(=NN=CC1C2)N 1-(tetrahydrofuran-3-yl)-2,3-dihydro-1H-pyrrolo[2,3-g]phthalazin-8-amine